ClC1=NC=C(C=C1C=1C=NC=2CCN(CC2C1)C=1C(=C(C=2N(N1)C=NN2)C)C)OC 3-(2-chloro-5-methoxypyridin-3-yl)-6-(7,8-dimethyl-[1,2,4]triazolo[4,3-b]pyridazin-6-yl)-5,6,7,8-tetrahydro-1,6-naphthyridine